(cyanomethyl)-4-(2-((1-(4-hydroxycyclohexyl)-1H-pyrazol-4-yl)amino)-5-methylpyrimidin-4-yl)benzamide tert-butyl-4-[3-(4-bromo-3-methyl-phenoxy)-2-methyl-propyl]piperidine-1-carboxylate C(C)(C)(C)OC(=O)N1CCC(CC1)CC(COC1=CC(=C(C=C1)Br)C)C.C(#N)CC1=C(C(=O)N)C=CC(=C1)C1=NC(=NC=C1C)NC=1C=NN(C1)C1CCC(CC1)O